(2S,4R)-N-((S)-3-((10-aminodecyl)amino)-1-(4-(4-methylthiazol-5-yl)phenyl)-3-oxopropyl)-4-hydroxy-1-((R)-3-methyl-2-(3-methylisoxazol-5-yl)butanoyl)pyrrolidine-2-carboxamide NCCCCCCCCCCNC(C[C@@H](C1=CC=C(C=C1)C1=C(N=CS1)C)NC(=O)[C@H]1N(C[C@@H](C1)O)C([C@H](C(C)C)C1=CC(=NO1)C)=O)=O